4-oxopiperidine methyl-N-cyanothioimidocarbamate CSC(NC#N)=N.O=C1CCNCC1